C(C)(C)(C)C1=NC(=NO1)C(=O)NCC1=C(C=C(C=C1)C1=NC=NN2C1=CC(=C2)COCCN2CCC(CC2)C2=CC=C(C=C2)NC2C(NC(CC2)=O)=O)C 5-tert-butyl-N-[[4-[6-[2-[4-[4-[(2,6-dioxo-3-piperidyl)amino]phenyl]-1-piperidyl]ethoxymethyl]pyrrolo[2,1-f][1,2,4]triazin-4-yl]-2-methyl-phenyl]methyl]-1,2,4-oxadiazole-3-carboxamide